methyl 5-(4-(4-cyanophenyl)-4-fluoropiperidine-1-carbonyl)-2-cyclopropyl-4-ethylbenzoate C(#N)C1=CC=C(C=C1)C1(CCN(CC1)C(=O)C=1C(=CC(=C(C(=O)OC)C1)C1CC1)CC)F